rac-(3S)-6-tert-butyl-3-methyl-2,3,4,5-tetrahydropyridine C(C)(C)(C)C=1CC[C@@H](CN1)C |r|